FC(C(C(F)(F)F)O[B-](OC(C(F)(F)F)C(F)(F)F)(OC(C(F)(F)F)C(F)(F)F)OC(C(F)(F)F)C(F)(F)F)(F)F.[Li+] Lithium tetrakis(hexafluoroisopropyloxy)borat